(2r,4s)-4-hydroxy-2-(methoxymethyl)pyrrolidine-1-carboxylic acid tert-butyl ester C(C)(C)(C)OC(=O)N1[C@H](C[C@@H](C1)O)COC